7-cyclobutyl-8-(cyclobutylmethoxy)-2-oxo-1,2-dihydroquinoline-3-carboxylic acid C1(CCC1)C1=CC=C2C=C(C(NC2=C1OCC1CCC1)=O)C(=O)O